1-methyl-5-(2,3,5-trifluoro-4-nitrophenoxy)-1H-benzo[d][1,2,3]triazole CN1N=NC2=C1C=CC(=C2)OC2=C(C(=C(C(=C2)F)[N+](=O)[O-])F)F